N1CCN2C1=CN=CC2 dihydroimidazo[1,2-a]pyrazine